C[C@]12CC[C@H]3[C@H]([C@@H]1CC[C@@H]2O)CCC4=C3C=CC(=C4)O 17b-estradiol